C(C)(C)(C)OC(=O)N(N)CC1=CC=C(C=C1)C1=NC=CC=C1 [4-(2-pyridyl)benzyl]-hydrazinecarboxylic acid tert-butyl ester